N1C(=NC2=C1C=CC=C2)CNC2=NC(=NN1C2=NC=C1Br)N1C[C@H](N[C@H](C1)C)C |o1:23,25| N-(1H-benzimidazol-2-ylmethyl)-7-bromo-2-[rel-(3R,5S)-3,5-dimethylpiperazin-1-yl]imidazo[2,1-f][1,2,4]triazin-4-amine